4-(4-bromophenyl)-4-fluoro-1-methylpiperidine BrC1=CC=C(C=C1)C1(CCN(CC1)C)F